methyl 5-ethyl-6-methylnicotinate C(C)C=1C(=NC=C(C(=O)OC)C1)C